NC1(CCOCC1)C(=O)N[C@@H](CC1=CC2=CN(C=C2C=C1)C(C1=CC=C(C=C1)C#N)=O)C#N (S)-4-Amino-N-(1-cyano-2-(2-(4-cyanobenzoyl)isoindol-5-yl)ethyl)tetrahydro-2H-pyran-4-Formamide